(2-chloro-5-hydroxyphenyl)(6-(3-methyl-1-(o-tolyl)-1H-pyrazol-5-yl)-2-azaspiro[3.3]hept-2-yl)methanone ClC1=C(C=C(C=C1)O)C(=O)N1CC2(C1)CC(C2)C2=CC(=NN2C2=C(C=CC=C2)C)C